N1(N=CC=C1)C=1C=C(C=CC1)NC(=O)C1=NOC(=C1)C=1OC=CC1 N-(3-(1H-pyrazol-1-yl)phenyl)-5-(furan-2-yl)isoxazole-3-carboxamide